1-Allyl-1-methylpyrrolidinium bis(trifluoromethanesulfonyl)imide [N-](S(=O)(=O)C(F)(F)F)S(=O)(=O)C(F)(F)F.C(C=C)[N+]1(CCCC1)C